[Cl-].C[N+](CCCCCCCCCCCCCCCCCC)(CCCCCCCCCCCCCCCCCC)C Dimethyldistearyl-ammonium chlorid